N1C(=NCC1)NC(=O)C=1C=C(C=CC1F)NC(C1=C(C=C(C=C1)C(F)(F)F)OC1=C(C=C(C=C1)F)C)=O N-(3-((4,5-dihydro-1H-imidazol-2-yl)carbamoyl)-4-fluorophenyl)-2-(4-fluoro-2-methylphenoxy)-4-(trifluoromethyl)benzamide